N-((2S,4R)-2-(2,3-Difluorophenyl)piperidin-4-yl)-2,2,2-trifluoro-N-methylacetamide hydrochloride Cl.FC1=C(C=CC=C1F)[C@H]1NCC[C@H](C1)N(C(C(F)(F)F)=O)C